ClC=1C=CC=2C(=C3N(C2C1C=1C(=NN(C1C)C)C)[C@@H](CN(C3=O)C=3C=CC=C1C=CC(=CC31)C(=O)O)C)CCCOC3=CC(=C(C(=C3)C)Cl)C (R)-8-(7-Chloro-10-(3-(4-chloro-3,5-dimethylphenoxy)propyl)-4-methyl-1-oxo-6-(1,3,5-trimethyl-1H-pyrazol-4-yl)-3,4-dihydropyrazino[1,2-a]indol-2(1H)-yl)-2-naphthoic Acid